4-chloro-7H-pyrrolo[2,3-d]pyrimidine-2-amine ClC=1C2=C(N=C(N1)N)NC=C2